2,2,3-trimethylheptanoic acid CC(C(=O)O)(C(CCCC)C)C